6-[(5-amino-2-methylphenyl)amino]-1,3-dihydroindol-2-one NC=1C=CC(=C(C1)NC1=CC=C2CC(NC2=C1)=O)C